O[C@@H]1[C@@H](N(C2CCC12)C(=O)OC)COC1CCC(CC1)C1=CC=CC=C1 methyl (3S,4S)-4-hydroxy-3-((((1s,4R)-4-phenylcyclohexyl)-oxy)methyl)-2-azabicyclo[3.2.0]heptane-2-carboxylate